O=C(CCC(=O)[O-])NCCOCCC(NCCCNC(CCCC)=O)=O 4,11,17-trioxo-8-oxa-5,12,16-triazahenicosan-1-oate